N-(4-{1-[(4-chloro-2-methoxyphenyl)carbonyl]piperidin-4-yl}butyl)thieno[2,3-c]pyridine-2-carboxamide ClC1=CC(=C(C=C1)C(=O)N1CCC(CC1)CCCCNC(=O)C1=CC=2C(=CN=CC2)S1)OC